2-acetamido-3-(1H-imidazol-4-yl)-N-methyl-N-(4-(methylamino)-2,3-bis(octadecyloxy)butyl)propanamide C(C)(=O)NC(C(=O)N(CC(C(CNC)OCCCCCCCCCCCCCCCCCC)OCCCCCCCCCCCCCCCCCC)C)CC=1N=CNC1